Cl.Cl.O1CCN(CC1)CCOC1=CC=C(C=C1)C=1C=CC(=NC1)CC(=O)NCC1=CC=CC=C1 2-(5-(4-(2-morpholinoethoxy)phenyl)pyridin-2-yl)-N-benzylacetamide dihydrochloride salt